4-amino-7-cyclopentyl-N-(4-(methoxymethyl)phenyl)pyrrolo[2,1-f][1,2,4]triazine-5-carboxamide NC1=NC=NN2C1=C(C=C2C2CCCC2)C(=O)NC2=CC=C(C=C2)COC